allyl (R)-(1-(2-(3-((6-chloropyrido[3,2-D]pyrimidin-4-yl)amino)propoxy)-5-fluorophenyl)ethyl)carbamate ClC=1C=CC=2N=CN=C(C2N1)NCCCOC1=C(C=C(C=C1)F)[C@@H](C)NC(OCC=C)=O